5-((2-(trifluoromethyl)phenyl)amino)-1,2,4-triazine-6-carboxamide FC(C1=C(C=CC=C1)NC=1N=CN=NC1C(=O)N)(F)F